FC(C=1C=C(C=C(C1)C(F)(F)F)C1=NN(C=N1)\C=C(\C(=O)OC(C)C)/Br)(F)F (Z)-Isopropyl 3-(3-(3,5-bis(trifluoromethyl)phenyl)-1H-1,2,4-triazol-1-yl)-2-bromoacrylate